C(C)C=1N=CN(C1C)C1=CC=C(C=C1)B1OC(C(O1)(C)C)(C)C 4-ethyl-5-methyl-1-[4-(4,4,5,5-tetramethyl-1,3,2-dioxaborolan-2-yl)phenyl]imidazole